C(C)N(CCOC1=C(C=CC=C1)C1=NC=NC(=C1)C)CC 4-(2-(2-(diethylamino)ethoxy)phenyl)-6-methylpyrimidine